C(C1=CC=CC=C1)OC1=NC(=CC=C1C=1C=C(C=CC1)NCCC1CCN(CC1)C(=O)OC(C)(C)C)OCC1=CC=CC=C1 tert-butyl 4-(2-((3-(2,6-bis(benzyloxy)pyridin-3-yl)phenyl)amino)ethyl)piperidine-1-carboxylate